CCCCC/C=C\\C=C\\C(C/C=C\\C/C=C\\C/C=C\\CCCCC(=O)O)O The molecule is an oxylipin that is the 15-hydoxy derivative of (6Z,9Z,12Z,16E,18Z)-tetracosa-6,9,12,16,18-pentaenoic acid. Isolated from soft cora Sinularia numerosa, it exhibits anti-angiogenic activity. It has a role as a metabolite and an angiogenesis modulating agent. It is an oxylipin, a secondary alcohol, a long-chain fatty acid and a polyunsaturated fatty acid.